(R)-N-(2-chloro-4-fluoro-3-((5-fluoro-3-methyl-4-oxo-3,4-dihydroquinazolin-6-yl)oxy)phenyl)3-(difluoromethoxy)pyrrolidine-1-sulfonamide ClC1=C(C=CC(=C1OC=1C(=C2C(N(C=NC2=CC1)C)=O)F)F)NS(=O)(=O)N1C[C@@H](CC1)OC(F)F